C1(CC1)N1C=C(C(C2=CC(=C(C=C12)N1CCN(CC1)CC1=CC(=CC=C1)COC)F)=O)C(=O)O 1-cyclopropyl-6-fluoro-7-(4-(3-(methoxymethyl)benzyl)-piperazin-1-yl)-4-oxo-1,4-dihydroquinoline-3-carboxylic acid